2-(4-(3-ethyl-2-(1H-pyrazolo[3,4-b]pyridin-4-yl)-1H-indol-5-yl)piperidin-1-yl)acetamide C(C)C1=C(NC2=CC=C(C=C12)C1CCN(CC1)CC(=O)N)C1=C2C(=NC=C1)NN=C2